NCCC=1C=NC(=NC1)C1=C(C=C(C#N)C=C1)OC1=CC(=NC(=C1)C=1OC=CN1)C 4-[5-(2-aminoethyl)pyrimidin-2-yl]-3-[2-methyl-6-(1,3-oxazol-2-yl)pyridin-4-yl]oxybenzonitrile